FC1=NC(=C2N=CN(C2=N1)C1OCC1)NC1=C(C=CC=C1)OC 2-fluoro-6-(2-methoxyanilino)-9-(oxetan-2-yl)-9H-purine